1-(8-(5-((tert-butyldiphenylsilyl)oxy)pent-1-en-2-yl)-1,5-naphthyridin-2-yl)-7-hydroxy-3-((2-(trimethylsilyl)ethoxy)methyl)-1,3-dihydro-2H-imidazo[4,5-b]pyridin-2-one [Si](C1=CC=CC=C1)(C1=CC=CC=C1)(C(C)(C)C)OCCCC(=C)C=1C=CN=C2C=CC(=NC12)N1C(N(C2=NC=CC(=C21)O)COCC[Si](C)(C)C)=O